C(C)(C)(C)OC(C[C@H]([C@H]([C@H](CC)C)N(C)C[C@H](C(C)C)NC(=O)OCC1=CC=CC=C1)OC)=O (3R,4S,5S)-4-((S)-2-(benzyloxycarbonylamino)-N,3-dimethylbutylamino)-3-methoxy-5-methylheptanoic acid tert-butyl ester